COC=1C=C(C=CC1OC)C(N1N=NC(=C1)CCN(C)C)C=1SC2=C(N1)C=CC(=C2)CC 2-(1-((3,4-Dimethoxyphenyl)(6-ethylbenzo[d]thiazol-2-yl)methyl)-1H-1,2,3-triazol-4-yl)-N,N-dimethylethan-1-amin